[6-(3-Cyclopropylpyrazol-1-yl)-2-fluoro-3-methoxyphenyl]methanamine C1(CC1)C1=NN(C=C1)C1=CC=C(C(=C1CN)F)OC